FC1(CC(C1)COC1=C(C=CC(=C1F)F)[C@@H]1[C@@H](O[C@@]([C@H]1C)(C(F)(F)F)C)C(=O)NC1=CC(=NC=C1)C(=O)N)F 4-[[(2R,3R,4S,5S)-3-[2-[(3,3-difluorocyclobutyl)methoxy]-3,4-difluoro-phenyl]-4,5-dimethyl-5-(trifluoromethyl)tetrahydrofuran-2-carbonyl]amino]pyridine-2-carboxamide